5-(7-amino-6-fluoro-8-nitro-4-oxo-4H-chromen-2-yl)picolinonitrile NC1=C(C=C2C(C=C(OC2=C1[N+](=O)[O-])C=1C=CC(=NC1)C#N)=O)F